tert-butyl (S)-4-(6-(5-chloro-3-(methoxymethoxy) pyridin-2-yl)-1,2,4-triazin-3-yl)-2-cyclopropylpiperazine-1-carboxylate ClC=1C=C(C(=NC1)C1=CN=C(N=N1)N1C[C@@H](N(CC1)C(=O)OC(C)(C)C)C1CC1)OCOC